C1C(CC1O)N (1s,3s)-3-aminocyclobutan-1-ol